C(#N)/C=C/C1=CC(=C(C(=C1)C)NC1=NC(=NC=C1)NC1=CC=C(C#N)C=C1)C E-4-[[4-[[4-(2-cyanoethenyl)-2,6-dimethylphenyl]amino]-2-pyrimidinyl]-amino]-benzonitrile